4-((6-(difluoromethyl)-7-(2-(dimethylphosphoryl)benzyl)-7H-pyrrolo[2,3-d]pyrimidin-2-yl)amino)-3-methoxy-N-methylbenzamide FC(C1=CC2=C(N=C(N=C2)NC2=C(C=C(C(=O)NC)C=C2)OC)N1CC1=C(C=CC=C1)P(=O)(C)C)F